7-(1-{[1-(4-pyridyl)-3-pyrazolyl]carbonyl}-4-piperidyl)-1,3-dihydro-1,3,4-triaza-2-indenone N1=CC=C(C=C1)N1N=C(C=C1)C(=O)N1CCC(CC1)C=1C=CN=C2NC(NC12)=O